BrC=1C=C(C=CC1Cl)NC=1C2=C(N=CN1)C=NC(=C2)F N-(3-Bromo-4-chlorophenyl)-6-fluoropyrido[3,4-d]pyrimidin-4-amine